N-(1-phenylethyl)-6-(1H-pyrazolo[4,3-b]pyridin-6-yl)quinazolin-4-amine C1(=CC=CC=C1)C(C)NC1=NC=NC2=CC=C(C=C12)C=1C=C2C(=NC1)C=NN2